ONC([C@H](CO)NC(C1=CC=C(C=C1)C#CC1=CC=C(C=C1)[N+](=O)[O-])=O)=O N-[(1S)-2-(hydroxyamino)-1-(hydroxymethyl)-2-oxo-ethyl]-4-[2-(4-nitrophenyl)ethynyl]benzamide